C(C)OP(O)(=O)C1=CC=C(C=C1)CNC=1C2=C(N=CN1)C(=CN2)C(NC)=O ethoxy(4-([[7-(methylcarbamoyl)-5H-pyrrolo[3,2-d]pyrimidin-4-yl]-amino]methyl)phenyl)phosphinic acid